3-(Fmoc-aminomethyl)-4-bromobenzoic acid C(=O)(OCC1C2=CC=CC=C2C2=CC=CC=C12)C(C=1C=C(C(=O)O)C=CC1Br)N